6-(5-(4-chlorobenzyl)-8-isopropyl-6,9-dioxo-2,5,8-triazaspiro[3.5]-nonan-2-yl)pyridazine-3-carboxamide ClC1=CC=C(CN2C3(CN(C3)C3=CC=C(N=N3)C(=O)N)C(N(CC2=O)C(C)C)=O)C=C1